[3-(chlorosulfonyl)-1-methyl-1H-pyrazol-5-yl](cyclopropyl)methyl acetate C(C)(=O)OC(C1CC1)C1=CC(=NN1C)S(=O)(=O)Cl